C1(CC1)N1CCC(CC1)C1=NC2=CC=C(C=C2C(N1)=O)C=1C=CC=2N(C1)C=C(N2)C 2-(1-cyclopropylpiperidin-4-yl)-6-(2-methylimidazo[1,2-a]pyridin-6-yl)quinazolin-4(3H)-one